ClC=1C(=NC(=NC1)NC=1C=C2C(=NNC2=CC1)C1=CC(=CC(=C1)OC)Cl)NC1=C(C=CC=C1)P(C)(C)=O (2-((5-Chloro-2-((3-(3-Chloro-5-methoxyphenyl)-1H-indazol-5-yl)amino)pyrimidin-4-yl)amino)phenyl)dimethylphosphine oxide